N-ethyl-2-(5-fluoro-1H-indol-3-yl)-2-oxo-N-propyl-acetamide C(C)N(C(C(=O)C1=CNC2=CC=C(C=C12)F)=O)CCC